4-methyl-1-piperazinecarbonyl chloride hydrochloride Cl.CN1CCN(CC1)C(=O)Cl